BrC=1C=C(C=CC1O)C\C(\CNCCCCCC(=O)NO)=N/O (E)-6-(3-(3-bromo-4-hydroxyphenyl)-2-hydroxyiminopropylamino)-N-hydroxyhexanamide